N(=O)N1C2=CC=CC=C2C=2C=C(C=CC12)C(C)(C)C 9-nitroso-3-t-butylcarbazole